C(#N)C=1C(=NC2=CC=CC=C2C1)CN1C(=O)N(C=2N=C(N(C2C1=O)CC#CC)N1C[C@@H](CCC1)N)C 1-[(3-cyano-quinolin-2-yl)methyl]-3-methyl-7-(2-butyn-1-yl)-8-((R)-3-amino-piperidin-1-yl)-xanthine